7-chloro-3-methylquinoline-8-carboxylic acid ClC1=CC=C2C=C(C=NC2=C1C(=O)O)C